1-(((5S,7S)-3-(3,4-dimethylisoxazol-5-yl)-7-methyl-2-oxo-1-oxa-3-azaspiro[4.5]decane-7-yl)methyl)-1H-benzo[d]imidazole-6-carbonitrile CC1=NOC(=C1C)N1C(O[C@]2(C1)C[C@@](CCC2)(C)CN2C=NC1=C2C=C(C=C1)C#N)=O